1-(2,4-dichlorophenyl)-5-trichloromethyl-(1H)-1,2,4-triazole ClC1=C(C=CC(=C1)Cl)N1N=CN=C1C(Cl)(Cl)Cl